N=S(=O)(C1=CC=C(C=C1)NC=1N=CC2=CC=NC(=C2C1)C=1C(=C2C=NN(C2=CC1)CC(C(F)(F)F)(C(F)(F)F)O)C)C Imino(methyl)(4-((5-(4-methyl-1-(3,3,3-trifluoro-2-hydroxy-2-(trifluoromethyl)propyl)-1H-indazol-5-yl)-2,6-naphthyridin-3-yl)amino)phenyl)-λ6-sulfanone